5-isobutyl-2-(4-isopropyl-5-(8-methyl-[1,2,4]triazolo[1,5-a]pyridin-6-yl)-1H-pyrazol-3-yl)-4,5,6,7-tetrahydrothiazolo[5,4-c]pyridine C(C(C)C)N1CC2=C(CC1)N=C(S2)C2=NNC(=C2C(C)C)C=2C=C(C=1N(C2)N=CN1)C